4,5-diphenyl-2-mercaptooxazole C1(=CC=CC=C1)C=1N=C(OC1C1=CC=CC=C1)S